N1=CC(=CC=C1)N1CC(CC1)C(=O)N (pyridin-3-yl)pyrrolidine-3-carboxamide